ClC=1C(=C(C=C2C=C(N=CC12)NC1=CC=C2CCN(CC2=C1)C)C1=C(C2=C(OCCN2C(=O)[O-])N=C1)C)F 7-(8-chloro-7-fluoro-3-((2-methyl-1,2,3,4-tetrahydroisoquinolin-7-yl) Amino)isoquinolin-6-yl)-8-methyl-2,3-dihydro-1H-pyrido[2,3-b][1,4]oxazine-1-carboxylate